NC1=C2C(=NC=N1)N(N=C2C2=C(C=C(C=C2)OC2=CC=CC=C2)F)[C@@H]2CN(CCC2)C(=O)\C(\C#N)=C\C(C)(N2CCN(CC2)C2COC2)C (S,E)-2-(3-(4-amino-3-(2-fluoro-4-phenoxyphenyl)-1H-pyrazolo[3,4-d]pyrimidin-1-yl)piperidine-1-carbonyl)-4-methyl-4-(4-(oxetan-3-yl)piperazin-1-yl)pent-2-enenitrile